4-(4-Chloro-2-methylphenoxy)butyric acid ClC1=CC(=C(OCCCC(=O)O)C=C1)C